N,2-dimethyl-1-oxa-3,8-diazaspiro[4.5]decane-8-carboxamide CNC(=O)N1CCC2(CNC(O2)C)CC1